ClC=1C(=NC2=C(C(=NC(=C2C1)N1CCN(CC1)C(=O)OC(C)(C)C)C)C(N(C(C)C)C(C)C)=O)C1=C(C=CC=C1)F tert-Butyl 4-(3-chloro-8-(diisopropylcarbamoyl)-2-(2-fluorophenyl)-7-methyl-1,6-naphthyridin-5-yl)piperazine-1-carboxylate